CN(CC#CC1=CC(=C(OCCCN2CSC=C2C(=O)O)C=C1)C(F)(F)F)C 3-{4-[3-(dimethylamino)prop-1-yn-1-yl]-2-(trifluoromethyl)phenoxylpropyl}-1,3-thiazole-4-carboxylic acid